ClC=1N=C2N(N=CC(=C2[C@@H](C)OC)N)C1 |r| 2-chloro-8-[rac-(1R)-1-methoxyethyl]imidazo[1,2-b]pyridazin-7-amine